O.O.O.C(=O)(O)[C@H](O)[C@@H](O)C(=O)O L-tartrate trihydrate